C(=O)(O)[C@H](CC(=O)C1=CC2=C(S1)C=C(C(=C2)OCCCCCOC=2C=C1CN(CC1=CC2OC)C(C[C@@H](C(=O)O)C)=O)OC)C (S)-4-(5-((5-((2-((S)-3-carboxybutanoyl)-6-methoxybenzo[b]thiophen-5-yl)oxy)pentyl)oxy)-6-methoxyisoindolin-2-yl)-2-methyl-4-oxobutanoic acid